2-benzyl-4-methyl-1,4-diazepan-5-one C(C1=CC=CC=C1)C1NCCC(N(C1)C)=O